C(C)(C)(C)C1=CC=C(CNC(=O)C2=CC=C3C(=C(N(C3=C2)CC(C)C)C)CC=2C=CC(=C(O[C@@H](C(=O)O)C)C2)Cl)C=C1 (R)-2-(5-((6-((4-(tert-butyl)benzyl)carbamoyl)-1-isobutyl-2-methyl-1H-indol-3-yl)methyl)-2-chlorophenoxy)propanoic acid